3,4-difluoro-nitrobenzene FC=1C=C(C=CC1F)[N+](=O)[O-]